1-(Dimethylamino)-3-methyl-1-oxobutan-2-yl (2S)-2-amino-3-(3-{3-[(2,3-dihydro-1,4-benzodioxin-6-yl)oxy]-3-phenylazetidin-1-sulfonyl}phenyl)propionoate monohydrochloride Cl.N[C@H](C(=O)OC(C(=O)N(C)C)C(C)C)CC1=CC(=CC=C1)S(=O)(=O)N1CC(C1)(C1=CC=CC=C1)OC1=CC2=C(OCCO2)C=C1